ClC1=C(C=CC(=C1)CNCCC=1NC(=CN1)CCNC1=NC2=C(C3=CN=CC=C13)C=CC(=C2)C(=O)N)C2=CC=CC=C2 5-((2-(2-(2-(((2-Chloro-[1,1'-biphenyl]-4-yl)methyl)amino)ethyl)-1H-imidazol-5-yl)ethyl)amino)benzo[c][2,6]naphthyridine-8-carboxamide